4-(benzylthio)-7-chloro-8-fluoro-2-((tetrahydro-1H-pyrrolizin-7a(5H)-yl)methoxy)pyrido[4,3-d]pyrimidine C(C1=CC=CC=C1)SC=1C2=C(N=C(N1)OCC13CCCN3CCC1)C(=C(N=C2)Cl)F